8-(4-(difluoromethoxy)phenyl)-6-(2,3-dimethyl-2H-indazol-5-yl)-2-((2,2,2-trifluoroethyl)amino)pyrido[2,3-d]pyrimidin-7(8H)-one FC(OC1=CC=C(C=C1)N1C(C(=CC2=C1N=C(N=C2)NCC(F)(F)F)C2=CC1=C(N(N=C1C=C2)C)C)=O)F